2-(4-(5-amino-1-methyl-6-oxo-1,6-dihydropyridin-3-yl)-3-(hydroxymethyl)-pyridin-2-yl)-6-tert-butyl-8-fluorophthalazin-1(2H)-one NC1=CC(=CN(C1=O)C)C1=C(C(=NC=C1)N1C(C2=C(C=C(C=C2C=N1)C(C)(C)C)F)=O)CO